CC=1C=C(C=CC1O[C@H]1O[C@H]([C@H]([C@@H]([C@H]1O)O)O)CO)C1=CC=C2C=CNC(C2=C1)=O 7-[3-methyl-4-[(2R,3R,4S,5S,6S)-3,4,5-trihydroxy-6-(hydroxymethyl)tetrahydropyran-2-yl]oxy-phenyl]-2H-isoquinolin-1-one